C(C)OC(CC=1SC=CC1)=O Thiophene-2-acetic acid ethyl ester